FC(C(=O)O)(F)F.N[C@]1(CN(C[C@@H]1CCCB(O)O)S(N([C@H]1CNCCC1)CC1CC1)(=O)=O)C(=O)O (3R,4S)-3-amino-4-(3-boronopropyl)-1-(N-(cyclopropylmethyl)-N-((R)-piperidin-3-yl)sulfamoyl)pyrrolidine-3-carboxylic acid, 2,2,2-trifluoroacetic acid salt